ClC1=NC(=C(C(=N1)NC1C(C2CCC1CC2)C(=O)OC)F)C2=CC=CC1=C2OC2=C1C=CC=C2 (+/-)-trans-methyl 3-((2-chloro-6-(dibenzo[b,d]furan-4-yl)-5-fluoropyrimidin-4-yl) amino)bicyclo[2.2.2]octane-2-carboxylate